5-ethylisoxazol C(C)C1=CC=NO1